1-[4-chloro-2-(6-hydroxypyrimidin-4-yl)phenyl]-1H-1,2,3-triazole-4-carboxylic acid ethyl ester C(C)OC(=O)C=1N=NN(C1)C1=C(C=C(C=C1)Cl)C1=NC=NC(=C1)O